(4-Amino-phenyl)-(5-methoxy-3H-benzo[e]-indol-2-yl)-methanone NC1=CC=C(C=C1)C(=O)C=1NC=2C=C(C3=C(C2C1)C=CC=C3)OC